NC[C@H]1NC([C@H](SCC1)C1=CC=C(C=C1)Br)=O (2R,5S)-5-(aminomethyl)-2-(4-bromophenyl)-1,4-thiazepan-3-one